NC1CC(CC(C1)(CN)C)(C)C 5-amino-1,3,3-trimethyl(cyclohexanemethylamine)